BrC(C=C)C=C 3-bromo-1,4-pentadiene